Hydrogen stearate C(CCCCCCCCCCCCCCCCC)(=O)O